C(C)C(COCC1(COC1)CC)CCCC 2-ethylhexyl-(3-ethyl-3-oxetanylmethyl)ether